OC(=O)C(F)(F)F.NCC(C1=CC=C(C=C1)[N+](=O)[O-])NCC(=O)OC methyl 2-[[2-amino-1-(4-nitrophenyl) ethyl]amino]acetate TFA salt